Methyl 2-(1-(3-bromo-5-methoxyphenyl)-1H-pyrazol-4-yl)propanoate BrC=1C=C(C=C(C1)OC)N1N=CC(=C1)C(C(=O)OC)C